O=C1N(CC2=CC=C3C(=C12)OC1(CC3)CCNCC1)C1C(NC(CC1)=O)=O 3-(9'-Oxo-3',4',7',9'-tetrahydro-8'H-spiro[piperidine-4,2'-pyrano[2,3-e]isoindol]-8'-yl)piperidine-2,6-dione